COC=1C=C(C=CC1OC)C=1NC2=CC=C(C=C2C1C(C)C)C1=CC=C(C=C1)N1CCN(CCC1)C 2-(3,4-dimethoxyphenyl)-3-isopropyl-5-(4-(4-methyl-1,4-diazepan-1-yl)phenyl)-1H-indole